C1(CCC1)C=1C(=NN2C1C(NC(=C2)C2=CC(=C(C=C2)C)F)=O)C(=O)O 3-Cyclobutyl-6-(3-fluoro-4-methylphenyl)-4-oxo-4,5-dihydropyrazolo[1,5-a]pyrazine-2-carboxylic acid